C[Al](OC1=C(C=C(C=C1C(C)(C)C)C)C(C)(C)C)OC1=C(C=C(C=C1C(C)(C)C)C)C(C)(C)C methyl-bis(2,6-di-t-butyl-4-methylphenoxy)aluminum